FC1=C(C=CC(=C1)B1OC(C(O1)(C)C)(C)C)N1[C@@H]2CO[C@H](C1)C2 (1S,4S)-5-(2-fluoro-4-(4,4,5,5-tetramethyl-1,3,2-dioxaborolan-2-yl)phenyl)-2-oxa-5-azabicyclo[2.2.1]heptane